2-amino-6-phenylhexanoic acid NC(C(=O)O)CCCCC1=CC=CC=C1